C1(=CC=CC=C1)C1=CC=C(N=N1)NC1C[C@@H]2[C@@H](CN(C2)CC2CCOCC2)C1 (3aR,5s,6aS)-N-(6-phenylpyridazin-3-yl)-2-(tetrahydropyran-4-ylmethyl)-3,3a,4,5,6,6a-hexahydro-1H-cyclopenta[c]pyrrol-5-amine